6-{(1R,3s,5S)-8-[3-(5-bromo-2-fluoro-4-methoxyphenyl)propionyl]-8-azabicyclo[3.2.1]oct-3-ylamino}-1(2H)-isoquinolinone BrC=1C(=CC(=C(C1)CCC(=O)N1[C@H]2CC(C[C@@H]1CC2)NC=2C=C1C=CNC(C1=CC2)=O)F)OC